CC(C(=O)O\N=C(\C1=C(C(=CC=C1)F)NC(=O)OC(C)(C)C)/N)C (Z)-[amino({2-[(tert-butoxycarbonyl)amino]-3-fluorophenyl})methylidene]amino 2-methylpropanoate